C(C)(C)C1=C(CN)C(=CC=C1)C(C)C 2,6-diisopropylbenzylamine